6-(2-amino-6-fluoro-5-(3-(((2-methoxyethyl)(methyl)amino)methyl)-4-(tetrahydro-2H-pyran-4-yl)phenyl)pyridin-3-yl)-3,4-dihydroisoquinolin-1(2H)-one NC1=NC(=C(C=C1C=1C=C2CCNC(C2=CC1)=O)C1=CC(=C(C=C1)C1CCOCC1)CN(C)CCOC)F